C(C)OC(=O)C1=C(C2=C(CC3(C4=CN(N=C24)CC2=NC=C(C=C2)C)CC3)O1)C(F)(F)F 2'-[(5-Methylpyridin-2-yl)methyl]-8'-(trifluoromethyl)-2',5'-dihydrospiro[cyclopropane-1,4'-furo[2,3-g]indazole]-7'-carboxylic acid ethyl ester